N-(3-methoxybenzyl)-N-(3-(4-methylpiperazin-1-yl)benzyl)-4-(morpholinomethyl)thiazol-2-amine COC=1C=C(CN(C=2SC=C(N2)CN2CCOCC2)CC2=CC(=CC=C2)N2CCN(CC2)C)C=CC1